ClC1=CC=C2C[C@@]3(C(N(C2=C1)C=1C=NN(C1)CCC)=O)CC=1C(=NC(=CC1)C(=O)O)C3 7'-chloro-2'-oxo-r-(1-propyl-1H-pyrazol-4-yl)-1',4',5,7-tetra-hydro-2'H-spiro[cyclopenta[b]pyridine-6,3'-quinoline]-2-carboxylic acid